7-chloro-1-(2,4-diisopropylpyridin-3-yl)-6-fluoro-4-hydroxy-2-oxo-1,2-dihydro-1,8-naphthyridine-3-carbonitrile ClC1=C(C=C2C(=C(C(N(C2=N1)C=1C(=NC=CC1C(C)C)C(C)C)=O)C#N)O)F